C(C)(=O)C1=C(SC(=C1)Cl)NC(OC(C)(C)C)=O tert-butyl (3-acetyl-5-chlorothiophen-2-yl)carbamate